4-methylenedioxyethylamphetamine tert-butyl-(3S)-4-[7-chloro-1-(4-cyano-2,6-dimethyl-phenyl)-6-fluoro-2-oxo-pyrido[2,3-d]pyrimidin-4-yl]-3-methyl-piperazine-1-carboxylate C(C)(C)(C)OC(=O)N1C[C@@H](N(CC1)C=1C2=C(N(C(N1)=O)C1=C(C=C(C=C1C)C#N)C)N=C(C(=C2)F)Cl)C.C2OCC(C1=CC=C(CC(N)C)C=C1)O2